1-(6Z,9Z,12Z-octadecatrienoyl)-2-(9Z,12Z,15Z-octadecatrienoyl)-glycero-3-phosphoserine CCCCC/C=C\C/C=C\C/C=C\CCCCC(=O)OC[C@H](COP(=O)(O)OC[C@@H](C(=O)O)N)OC(=O)CCCCCCC/C=C\C/C=C\C/C=C\CC